ClC1=C(C(=C(C=C1OC)OC)Cl)C1=NC(=C2C=C(N=CC2=C1)NC1=C(C=CC=C1C)NC(C=C)=O)OC(C)C N-(2-((7-(2,6-dichloro-3,5-dimethoxyphenyl)-5-isopropoxy-2,6-naphthyridin-3-yl)amino)-3-methylphenyl)acrylamide